C(C)(C)(C)OC(N[C@H]1C[C@H](CC1)C1=C(C=CC(=C1)Cl)C#N)=O ((1R,3S)-3-(5-chloro-2-cyanophenyl)cyclopentyl)carbamic acid tert-butyl ester